C(=C)OCCOCCO diethylene glycol monovinyl ether